5-fluorobenzo[b]thiophene-2-carboxamide FC1=CC2=C(SC(=C2)C(=O)N)C=C1